N1N=CC=2C1=NC=C(C2)CN2CC1=C(CC2)C(=CS1)C(=O)NC1=CC(=CC(=C1)C(F)(F)F)CN1C[C@@H](CC1)N(C)C (R)-6-((1H-pyrazolo[3,4-b]pyridin-5-yl)methyl)-N-(3-((3-(dimethylamino)pyrrolidin-1-yl)methyl)-5-(trifluoromethyl)phenyl)-4,5,6,7-tetrahydrothieno[2,3-c]pyridine-3-carboxamide